(1-hydroxy-2-propenyl) phosphonate P(OC(C=C)O)([O-])=O